C1N(CC12CCOCC2)CCCOC=2C(=C(C=CC2)C2=C(C(=CC=C2)COC=2C(=CC(=C(OCC=1C=NC=C(C#N)C1)C2)C=O)Cl)C)C 5-((5-((3'-(3-(7-oxa-2-azaspiro[3.5]non-2-yl)propoxy)-2,2'-dimethyl-[1,1'-biphenyl]-3-yl)methoxy)-4-chloro-2-formylphenoxy)methyl)nicotinonitrile